BrC1=NC(=C(C2=C1CCC2)Br)C(CC2=CC(=CC(=C2)F)F)NC([O-])=O (1-(1,4-Dibromo-6,7-dihydro-5H-cyclopenta[c]pyridin-3-yl)-2-(3,5-difluorophenyl)ethyl)carbamate